CN(C1=NC(=CC=C1C1CC2(CC(C2)(F)F)CCN1CC1=C2C=CN(C2=C(C=C1OC)C)C(=O)OC(C)(C)C)C(=O)OC)C tert-Butyl 4-((6-(2-(dimethylamino)-6-(methoxycarbonyl)pyridin-3-yl)-2,2-difluoro-7-azaspiro[3.5]nonan-7-yl)methyl)-5-methoxy-7-methylindole-1-carboxylate